(R)-2-(3-(1-(5,6-diphenylpyrazin-2-yl)-pyrrolidin-2-yl)propoxy)acetic acid C1(=CC=CC=C1)C=1N=CC(=NC1C1=CC=CC=C1)N1[C@H](CCC1)CCCOCC(=O)O